2-((S)-1-((E)-4-hydroxybut-2-enoyl)-4-(7-(8-methylnaphthalen-1-yl)-2-(((S)-1-methylpyrrolidin-2-yl)methoxy)-5,6,7,8-tetrahydropyrido[3,4-d]pyrimidin-4-yl)piperazin-2-yl)acetonitrile OC/C=C/C(=O)N1[C@H](CN(CC1)C=1C2=C(N=C(N1)OC[C@H]1N(CCC1)C)CN(CC2)C2=CC=CC1=CC=CC(=C21)C)CC#N